NC(C(=O)NC)CC1=CC(=CC=C1)Br 2-amino-3-(3-bromophenyl)-N-methylpropanamide